dodecylbenzenesulfonic acid lithium salt [Li+].C(CCCCCCCCCCC)C1=C(C=CC=C1)S(=O)(=O)[O-]